potassium 2-cyano-2-methyl-propanoic acid C(#N)C(C(=O)O)(C)C.[K]